(5-METHYL-FURAN-2-YL)-ACETIC ACID CC1=CC=C(O1)CC(=O)O